rac-(1R,2S,4R,6R)-2-(4-bromophenyl)-6-((2-fluoro-4-(trifluoromethyl)phenyl)carbamoyl)-4-((3-methyloxetan-3-yl)methoxy)cyclohexane-1-carboxylic acid BrC1=CC=C(C=C1)[C@@H]1[C@H]([C@@H](C[C@@H](C1)OCC1(COC1)C)C(NC1=C(C=C(C=C1)C(F)(F)F)F)=O)C(=O)O |r|